2-cyclopropylpyrido[3,2-d]pyrimidin-8-ol C1(CC1)C=1N=CC2=C(N1)C(=CC=N2)O